(3R,4R,5R,6R)-6-(Acetoxymethyl)-3-aminotetrahydro-2H-pyran-2,4,5-triyl triacetate hydrochloride Cl.C(C)(=O)OC1O[C@@H]([C@@H]([C@@H]([C@H]1N)OC(C)=O)OC(C)=O)COC(C)=O